4-(pyrrolidino)pyridine N1(CCCC1)C1=CC=NC=C1